NC1=CC=C(C=C1)SC1=CC(=CC2=CC=CC=C12)C1=C(C=CC=C1)N 4-((4-aminophenyl)thio)-2-naphthylbenzenamine